N-(p-tolyl)-2-naphthylamine CC1=CC=C(C=C1)NC2=CC3=CC=CC=C3C=C2